[O-]CCCC.[O-]CCCC.[O-]CCCC.C(=CC)[Sn+3] 1-propenyl-tin tri(n-butoxide)